N,N-dimethylaminophenyl methyl ether COC1=C(C=CC=C1)N(C)C